4-Methyl-5-nitro-2-(trifluoromethyl)pyridine 9-(3-cyanocyclobutoxy)-2-(4-cyclobutylphenyl)-8-oxo-2,3,4,5a,6,7,8,9-octahydro-5H-1,2,5,7-tetraazabenzo[cd]azulene-5-carboxylate C(#N)C1CC(C1)OC1C(NCC2C3=C(N(N=C13)C1=CC=C(C=C1)C1CCC1)CCN2C(=O)O)=O.CC2=CC(=NC=C2[N+](=O)[O-])C(F)(F)F